FC1CC(C1)(C1=NC=CC=C1F)CNC1=NC=C(C=N1)C=1C=NC(=NC1)OC {[3-fluoro-1-(3-fluoro(2-pyridyl))cyclobutyl]methyl}[5-(2-methoxypyrimidin-5-yl)pyrimidin-2-yl]amine